[C].[Pb].[Cu] copper-lead carbon